C(=CC(CCCCCCCCCCCCCO)O)O 1,3,16-hexadecenetriol